CN1N=CC(=C1)C1=CC=2C3=C(N=CC2C=C1)NN=C3 8-(1-methyl-1H-pyrazol-4-yl)-3H-pyrazolo[3,4-c]isoquinoline